BrC=1C=C(C(=O)C2=CC=C(C=C2)OC)C=CC1OC 3-bromo-4-methoxy-4'-methoxybenzophenone